ClC1=CC=C2C(=CNC2=C1C1=NC=C(N=C1)C)S(=O)(=O)NC1=NC(=C(C(=N1)OC)OC(F)F)OC 6-chloro-N-[5-(difluoromethoxy)-4,6-dimethoxy-pyrimidin-2-yl]-7-(5-methylpyrazin-2-yl)-1H-indole-3-sulfonamide